The molecule is a prostaglandin D derivative that is prostaglandin D2 lacking the 15-hydroxy group and having C=C double bonds at positions 12(13) and 14(15). It derives from a prostaglandin D2. CCCCC/C=C/C=C\\1/C=C[C@@H]([C@@H]1C/C=C\\CCCC(=O)O)O